(R)-2-(5-(4-((1-(3-(1,1-difluoroethyl)-2-fluorophenyl)ethyl)amino)-2-methylquinazolin-6-yl)-2-methoxyphenyl)-N,N-dimethylacetamide formate salt C(=O)O.FC(C)(F)C=1C(=C(C=CC1)[C@@H](C)NC1=NC(=NC2=CC=C(C=C12)C=1C=CC(=C(C1)CC(=O)N(C)C)OC)C)F